O[C@H](C)C1=NC=2C(=C3C(=NC2)C=CS3)N1C1CCC(CC1)NC(OC(C)(C)C)=O tert-Butyl (4-{2-[(1R)-1-hydroxyethyl]-1H-imidazo[4,5-d]thieno[3,2-b]pyridin-1-yl}cyclohexyl)carbamate